C1(CC1)N1N(C=CC1=O)COCC[Si](C)(C)C 2-cyclopropyl-1-{[2-(trimethylsilyl)ethoxy]methyl}pyrazol-3-one